S1C(CCC1)C=C(C)NC=O N-(1-(dihydrothiophen-2(3H)-ylmethylene)ethyl)carboxamide